COC1=C(C=CC(=C1)OC)CNC=1C2=C(N=CN1)N(C=C2C2=NN(C=C2)C)C2CCC(C2)C=O 4-(4-{[(2,4-dimethoxyphenyl)methyl]Amino}-5-(1-methyl-1H-pyrazol-3-yl)-7H-pyrrolo[2,3-d]Pyrimidin-7-yl)cyclopentane-1-carbaldehyde